NC1=NC=2C=C(C(=CC2C2=C1C=NN2C)C(=O)N(C)[C@H]2COCC1=C2C=NC=C1F)F 4-amino-7-fluoro-N-((4R)-8-fluoro-3,4-dihydro-1H-pyrano-[4,3-c]pyridin-4-yl)-N,1-dimethyl-1H-pyrazolo[4,3-c]-quinoline-8-carboxamide